tert-butyl (2R)-4-(7-(8-chloronaphthalen-1-yl)-2-(((S)-1-methyl-pyrrolidin-2-yl)methoxy)-7,8-dihydro-5H-pyrano[4,3-d]pyrimidin-4-yl)-2-methyl-piperazine-1-carboxylate ClC=1C=CC=C2C=CC=C(C12)C1CC=2N=C(N=C(C2CO1)N1C[C@H](N(CC1)C(=O)OC(C)(C)C)C)OC[C@H]1N(CCC1)C